lithium 3,3'-thiodipropionate S(CCC(=O)[O-])CCC(=O)[O-].[Li+].[Li+]